CC1=NN(C(=N1)C)C1=NC(=CC=C1F)[Sn](CCCC)(CCCC)CCCC 2-(3,5-dimethyl-1H-1,2,4-triazol-1-yl)-3-fluoro-6-(tributylstannyl)pyridine